FC=1C(=CC(=C(C(=O)NC=2C=NC(=CC2C)OC)C1)O[C@H](C(F)(F)F)C)N1N=C2N(CCCC2)C1=O 5-fluoro-N-(6-methoxy-4-methylpyridin-3-yl)-4-(3-oxo-5,6,7,8-tetrahydro[1,2,4]triazolo[4,3-a]pyridin-2(3H)-yl)-2-{[(2S)-1,1,1-trifluoropropan-2-yl]oxy}benzamide